CC1=CC2=C(C(NC3=C(S2)C=CC(=C3)C(=O)O)=O)C=C1 3-methyl-11-oxo-10,11-dihydrodibenzo[b,f][1,4]thiazepine-8-carboxylic acid